FC=1C=C(C=C(C1C)N[C@@H](C)[C@@H]1[C@@H](CNCC1)F)C1=NNC(O1)=O 5-[3-Fluoro-5-({(1S)-1-[(3S,4R)-3-fluoropiperidin-4-yl]ethyl}amino)-4-methylphenyl]-1,3,4-oxadiazol-2(3H)-one